COC(=O)C=1SC(=C(C1C)Cl)Cl 4,5-dichloro-3-methylthiophene-2-carboxylic acid methyl ester